B(O)(O)OCC1=CN=CC=C1Cl 4-chloronicotinyl alcohol borate